N-(2-(4-((2-(dimethylamino)ethyl)(methyl)amino)piperidine-1-yl)-4-methoxy-5-((6-((R)-3-phenylisoxazolidine-2-yl)pyrimidine-4-yl)amino)phenyl)acrylamide CN(CCN(C1CCN(CC1)C1=C(C=C(C(=C1)OC)NC1=NC=NC(=C1)N1OCC[C@@H]1C1=CC=CC=C1)NC(C=C)=O)C)C